CN1C=NC2=C1C(=CC=C2)C2CC(C2)O (1s,3s)-3-(1-methyl-1H-benzo[d]imidazol-7-yl)cyclobutan-1-ol